FC(C1=NC(=NC(=C1)C1=CN=CN1C)C(=O)NC1CCC(CC1)O)F 4-(difluoromethyl)-N-((1r,4r)-4-hydroxycyclohexyl)-6-(1-methyl-1H-imidazol-5-yl)pyrimidine-2-carboxamide